2-methyl-2-propanyl 4-(5-(7-((4,4-difluoro-1-piperidinyl)carbonyl)-2-quinoxalinyl)-2-pyrimidinyl)-1-piperazinecarboxylate FC1(CCN(CC1)C(=O)C1=CC=C2N=CC(=NC2=C1)C=1C=NC(=NC1)N1CCN(CC1)C(=O)OC(C)(C)C)F